6-nitroamino-1,2,4-triazolo[4,3-b][1,2,4,5]tetrazine ammonium salt [NH4+].[N+](=O)([O-])NC=1N=NC=2N(N1)C=NN2